N-(amino(4-fluoro-1-((R)-2-hydroxypropyl)-1H-pyrazol-3-yl)(oxo)-λ6-sulfaneylidene)-2-(2,2-difluoro-4,6-diisopropylbenzo[d][1,3]dioxol-5-yl)acetamide NS(=NC(CC1=C(C2=C(OC(O2)(F)F)C=C1C(C)C)C(C)C)=O)(=O)C1=NN(C=C1F)C[C@@H](C)O